ClC1=CC=C(C(=O)NN[C@@H](CC2=CC=CC=C2)C(=O)O)C=C1 4-chloro-benzamido-L-phenylalanine